ClC=1C=CC=C2C(=CNC12)S(=O)(=O)NC1=C(C=C(C(=C1)F)C#N)F 7-chloro-N-(4-cyano-2,5-difluorophenyl)-1H-indole-3-sulfonamide